Methyl 6-(4-aminophenyl)-3-chloro-5-fluoropicolinate NC1=CC=C(C=C1)C1=C(C=C(C(=N1)C(=O)OC)Cl)F